BrC1C(=NC2=C(C=CC(=C2C1=O)C)OC)C 3-bromo-8-methoxy-2,5-dimethylquinolin-4-one